[Si](C1=CC=CC=C1)(C1=CC=CC=C1)(C(C)(C)C)OC[C@H]1[C@@](C1)(C=O)F (1s,2s)-2-(((tert-butyldiphenylsilyl)oxy)methyl)-1-fluorocyclopropane-1-carbaldehyde